FC=1C=C(C=CC1F)CN 1-(3,4-difluorophenyl)methanamine